3-(4-Bromo-2-methyl-phenyl)sulfonyl-1,4-dimethyl-pyrrolo[2,3-b]pyridine BrC1=CC(=C(C=C1)S(=O)(=O)C1=CN(C2=NC=CC(=C21)C)C)C